2-(1-methyl-1H-pyrazol-3-yl)ethan-1-one CN1N=C(C=C1)CC=O